N=1NN=C(C1)C1=CC=C(C=C1)C(C)(C)N1CCC(CC1)(CCC1=CC=CC=C1)COCC 1-(2-(4-(2H-1,2,3-triazol-4-yl)phenyl)propan-2-yl)-4-(ethoxy-methyl)-4-phenethyl-piperidine